2-(6-amino-2-(hex-1-yn-1-yl)-9H-purin-yl)tetrahydrothiophene-3,4-diol NC1=C2N=CN(C2=NC(=N1)C#CCCCC)C1SCC(C1O)O